C(C)OC(CCC1NC2=CC=C(C=C2CC1)Br)=O 3-(6-bromo-1,2,3,4-tetrahydro-quinolin-2-yl)-propionic acid ethyl ester